3-(2-chloro-4-(fluoromethyl)thiophen-3-yl)-7-(2-methoxy-4-(1-methylpiperidin-4-yl)phenylamino)-1-(5-methoxypyridin-2-yl)-3,4-dihydropyrimido[4,5-d]pyrimidin-2(1H)-one ClC=1SC=C(C1N1C(N(C2=NC(=NC=C2C1)NC1=C(C=C(C=C1)C1CCN(CC1)C)OC)C1=NC=C(C=C1)OC)=O)CF